C(CCCCCCCCCCCCCCCCC)NC(=O)C1CC(C1)CC(=O)O 2-((1s,3s)-3-(octadecylcarbamoyl)cyclobutyl)acetic acid